(S)-1-(3-((4-((3-chloro-2-fluoro-4-(1-methylcyclobutoxy)phenyl)amino)pyrido[3,2-d]pyrimidin-6-yl)oxy)pyrrolidin-1-yl)prop-2-en-1-one ClC=1C(=C(C=CC1OC1(CCC1)C)NC=1C2=C(N=CN1)C=CC(=N2)O[C@@H]2CN(CC2)C(C=C)=O)F